OC1=C(C(=C(C=C1)C1=CC(=CC=C1)CCCCCCCC)O)CCCCCCCC dihydroxy-3,3'-dioctyl-1,1-biphenyl